4-[[6-[7-(aminomethyl)-7-(4-methyl-1,3-thiazol-2-yl)-3-azabicyclo[4.1.0]heptan-3-yl]-1H-pyrazolo[3,4-b]pyrazin-3-yl]sulfanyl]-3-chloropyridin-2-amine NCC1(C2CCN(CC12)C1=CN=C2C(=N1)NN=C2SC2=C(C(=NC=C2)N)Cl)C=2SC=C(N2)C